2-fluoro-N-[3-methyl-4-(4,4,5,5-tetramethyl-1,3,2-dioxaborolan-2-yl)phenyl]prop-2-enamide FC(C(=O)NC1=CC(=C(C=C1)B1OC(C(O1)(C)C)(C)C)C)=C